O=C1CC(CC(C1C(CC)=O)=O)C(=O)OCC ethyl 3,5-dioxo-4-propionylcyclohexanecarboxylate